4-(1-hydroxyethyl)benzophenone OC(C)C1=CC=C(C(=O)C2=CC=CC=C2)C=C1